ClC1=C(C=C(C=C1)NC(=O)N1[C@H]2CCC[C@@]1(C2)C=2OC(=NN2)C)C2=NN(C=N2)CC2CC2 (1R,5S)-N-(4-chloro-3-(1-(cyclopropylmethyl)-1H-1,2,4-triazol-3-yl)phenyl)-1-(5-methyl-1,3,4-oxadiazol-2-yl)-6-azabicyclo[3.1.1]heptane-6-carboxamide